2-(3-(2,4-difluorophenyl)-3-hydroxy-4-(1H-1,2,4-triazol-1-yl)butoxy)-4-(3,6,6-trimethyl-4-oxo-4,5,6,7-tetrahydro-1H-indazol-1-yl)benzamide FC1=C(C=CC(=C1)F)C(CCOC1=C(C(=O)N)C=CC(=C1)N1N=C(C=2C(CC(CC12)(C)C)=O)C)(CN1N=CN=C1)O